4-[2-(morpholin-4-yl)ethoxy]-8,14-dioxa-10,19,20-triazatetracyclo[13.5.2.12,6.018,21]tricosa-1(20),2(23),3,5,15(22),16,18(21)-heptaen-9-one N1(CCOCC1)CCOC1=CC=2C3=NNC=4C=CC(OCCCNC(OCC(=C1)C2)=O)=CC34